tert-Butyl (4-(4-amino-7-(1-(methylsulfonyl)pyrrolidin-3-yl)pyrrolo[2,1-f][1,2,4]triazin-5-yl)-2-methoxyphenyl)carbamate NC1=NC=NN2C1=C(C=C2C2CN(CC2)S(=O)(=O)C)C2=CC(=C(C=C2)NC(OC(C)(C)C)=O)OC